C(C)(C)(C)OC(CN1CCN(CC1)C(=O)OCCCCNC(=O)OC(C)(C)C)=O 4-{[(tert-butoxy)carbonyl]amino}butyl 4-[2-(tert-butoxy)-2-oxoethyl]piperazine-1-carboxylate